I(=O)(=O)O.C(CCCCC)N1C=NC=C1 3-hexylimidazole iodate